BrC1=NC(=CC=C1NC(OC(C)(C)C)=O)OC tert-butyl (2-bromo-6-methoxypyridin-3-yl)-carbamate